3-methoxy-5-(4,4,5,5-tetramethyl-1,3,2-dioxaborolan-2-yl)-N-(2,4,4-trimethylpentan-2-yl)-2-(2-(trimethylsilyl)ethoxy)benzamide COC=1C(=C(C(=O)NC(C)(CC(C)(C)C)C)C=C(C1)B1OC(C(O1)(C)C)(C)C)OCC[Si](C)(C)C